COC=1C=C(N=NC1OC)N1CCC(CC1)CO [1-(5,6-Dimethoxypyridazin-3-yl)piperidin-4-yl]methanol